diethyl ((3-bromo-7-cyanobenzo[b]thiophen-2-yl)difluoromethyl)phosphonate BrC=1C2=C(SC1C(F)(F)P(OCC)(OCC)=O)C(=CC=C2)C#N